6-[(1S,4S,5R)-5-[[3-(2,6-dichlorophenyl)-5-(1-fluorocyclopropyl)-1,2-oxazol-4-yl]methoxy]-2-azabicyclo[2.2.1]heptan-2-yl]pyridine-3-carboxylic acid ClC1=C(C(=CC=C1)Cl)C1=NOC(=C1CO[C@H]1[C@@H]2CN([C@H](C1)C2)C2=CC=C(C=N2)C(=O)O)C2(CC2)F